behenyl-dimethyl-allyl-ammonium chloride [Cl-].C(CCCCCCCCCCCCCCCCCCCCC)[N+](CC=C)(C)C